NC1=C(C=C2C(=N1)C=C(N2)CN2C(=CC=CC2=O)C(=O)N(CC2=NC=C(C=C2)F)CC2=CC=CC=C2)C 1-[(5-amino-6-methyl-1H-pyrrolo[3,2-b]pyridin-2-yl)methyl]-N-benzyl-N-[(5-fluoropyridin-2-yl)methyl]-6-oxo-1,6-dihydropyridine-2-carboxamide